C(C)(=O)N1C[C@@H](CC1)N1C=C(C2=C1C(NN=C2N)=O)C2=CC=C(CNC(C1=C(C=CC(=C1)F)OC)=O)C=C2 (R)-N-(4-(1-(1-acetylpyrrolidin-3-yl)-4-amino-7-oxo-6,7-dihydro-1H-pyrrolo[2,3-d]pyridazin-3-yl)benzyl)-5-fluoro-2-methoxybenzamide